OC(CC(CC(=O)[O-])=O)(C)C 5-hydroxy-5-methyl-3-oxohexanoate